methyl 3-(2-(2-(2-(((S)-1-((2S,4R)-4-hydroxy-2-((4-(4-methylthiazol-5-yl)benzyl)carbamoyl)pyrrolidin-1-yl)-3,3-dimethyl-1-oxobutan-2-yl)amino)-2-oxoethoxy)ethoxy)ethoxy)benzoate O[C@@H]1C[C@H](N(C1)C([C@H](C(C)(C)C)NC(COCCOCCOC=1C=C(C(=O)OC)C=CC1)=O)=O)C(NCC1=CC=C(C=C1)C1=C(N=CS1)C)=O